N-((S)-1-(((S)-1-amino-3-((R)-5,5-dimethyl-2-oxopyrrolidin-3-yl)-1-oxopropan-2-yl)amino)-3-cyclopropyl-1-oxopropan-2-yl)-5-chloro-7-fluoro-4-methoxy-1H-indole-2-carboxamide NC([C@H](C[C@H]1C(NC(C1)(C)C)=O)NC([C@H](CC1CC1)NC(=O)C=1NC2=C(C=C(C(=C2C1)OC)Cl)F)=O)=O